NC1=C(C=C(C=N1)C=1C=C(C(C=CC1)=O)O)C 4-(6-amino-5-methylpyridin-3-yl)-2-hydroxycyclohepta-2,4,6-trien-1-one